P(=O)(OCCCCCCCCCCCCCCCCCCCCCC)([O-])[O-].[K+].[K+] potassium behenyl phosphate